thiazetane S1NCC1